C12(CC3CC(CC(C1)C3)C2)CC(C(=O)O)N 3-(adamantan-1-yl)-2-aminopropionic acid